CN1C(CN(CCN(CC1)C)C)[Mo-2]C1N(CCN(CCN(C1)C)C)C bis(1,4,7-trimethyl-1,4,7-triazacyclononyl)molybdenum (0)